1-(2,6-dichlorophenyl)-(S,S)-1,2-hexanediol ClC1=C(C(=CC=C1)Cl)[C@@H]([C@H](CCCC)O)O